BrC1=CN2C(S1)=C(C=N2)C(=O)NC=2C(=NC=C(C2)NC(CN2C[C@@H](O[C@H](C2)C)C)=O)C 2-bromo-N-(5-(2-(trans-2,6-dimethylmorpholino)acetamido)-2-methylpyridin-3-yl)pyrazolo[5,1-b]Thiazole-7-carboxamide